6-(1-(2-(trifluoromethyl)pyridin-4-yl)cyclopropyl)-quinoline-4-carboxylic acid methyl ester COC(=O)C1=CC=NC2=CC=C(C=C12)C1(CC1)C1=CC(=NC=C1)C(F)(F)F